[2-(4-butoxy-3-methoxyphenyl)ethyl][(2,3-dimethoxyphenyl)methyl]amine C(CCC)OC1=C(C=C(C=C1)CCNCC1=C(C(=CC=C1)OC)OC)OC